NC1CN(CC1C(COC)(F)F)C1=NC=2CCC(CC2C(=C1)F)NC(=O)C1=CC2=C(N=N1)N(C=C2Cl)CC N-{2-[3-amino-4-(1,1-difluoro-2-methoxyethyl)pyrrolidin-1-yl]-4-fluoro-5,6,7,8-tetrahydroquinolin-6-yl}-5-chloro-7-ethyl-7H-pyrrolo[2,3-c]pyridazine-3-carboxamide